C(C)(C)O[Ba]OC(C)C di-i-propoxybarium